4-(Aminomethyl)-N-ethylpyrimidin-2-amin Hydrochlorid Cl.NCC1=NC(=NC=C1)NCC